BrC1=C(C=C2CCN(C2=C1)CC=1SC(=CC1)Cl)NC(CC(C)(C)C)=O N-[6-Bromo-1-(5-chlorothiophen-2-ylmethyl)-2,3-dihydro-1H-indol-5-yl]-3,3-dimethylbutyramide